tert-butyl 2-((S)-2,2-dimethylcyclopropanecarbonyl)-6-(4-(trifluoromethyl)thiazol-2-yl)-2,6-diazaspiro[3.4]octane-8-carboxylate CC1([C@H](C1)C(=O)N1CC2(C1)CN(CC2C(=O)OC(C)(C)C)C=2SC=C(N2)C(F)(F)F)C